C(C)C=1C(=CC=C2C=C(C=C(C12)C1=C(C=2N=C(N=C(C2C=N1)N1CCS(CCC1)(=O)=O)OC[C@]12CCCN2C[C@@H](C1)F)F)O)F 4-(7-(8-ethyl-7-fluoro-3-hydroxynaphthalen-1-yl)-8-fluoro-2-(((2R,7aS)-2-fluorohexahydro-1H-pyrrolizin-7a-yl)methoxy)pyrido[4,3-d]pyrimidin-4-yl)-1,4-thiazepane 1,1-dioxide